2-ethoxy-5-(imidazo[1,2-a]pyridin-6-yl)-7H-pyrrolo[2,3-d]pyrimidine C(C)OC=1N=CC2=C(N1)NC=C2C=2C=CC=1N(C2)C=CN1